[1,1'-biphenyl]-4,4'-diol C1(=CC=C(C=C1)O)C1=CC=C(C=C1)O